3-(4-cyclopropyl-6-methoxypyrimidin-5-yl)-1-(methyl-d3)-4,5,6,7-tetrahydro-1H-pyrazolo[4,3-c]pyridine C1(CC1)C1=NC=NC(=C1C1=NN(C2=C1CNCC2)C([2H])([2H])[2H])OC